4,5-dihydroimidazo[1,5-a]quinazoline-3-carboxamide C1=NC(=C2N1C1=CC=CC=C1CN2)C(=O)N